4-[4-amino-4-(fluoromethyl)piperidin-1-yl]-N-{8-fluoro-2-methylimidazo[1,2-a]pyridin-6-yl}-2-methylindazole-7-carboxamide NC1(CCN(CC1)C=1C2=CN(N=C2C(=CC1)C(=O)NC=1C=C(C=2N(C1)C=C(N2)C)F)C)CF